1-[2-(7-fluoro-2-methylindazol-5-yl)thieno[2,3-d][1,3]thiazol-5-yl]-N,N-dimethylpiperidin-4-amine FC1=CC(=CC2=CN(N=C12)C)C=1SC2=C(N1)SC(=C2)N2CCC(CC2)N(C)C